(S)-tert-butyl 2-(6-chloro-2-(2-cyclopropylpyrimidine-5-carbonyl)-1,2,3,4-Tetrahydroisoquinolin-8-yl)pyrrolidine-1-carboxylate ClC=1C=C2CCN(CC2=C(C1)[C@H]1N(CCC1)C(=O)OC(C)(C)C)C(=O)C=1C=NC(=NC1)C1CC1